Aluminum ethylphosphinate Aluminum phosphate P(=O)([O-])([O-])[O-].[Al+3].C(C)P([O-])=O.[Al+3]